Allyl-phthalimide C(C=C)C1=C2C(C(=O)NC2=O)=CC=C1